NC1=CC=C(C=N1)/C=C/C(=O)NCC=1OC2=C(C1)C=C(C=C2C(F)(F)F)C2=CC=C(C=C2)C(=O)N2CCOCC2 (E)-3-(6-aminopyridin-3-yl)-N-((5-(4-(morpholine-4-carbonyl)phenyl)-7-(trifluoromethyl)benzofuran-2-yl)methyl)acrylamide